C(C)(C)(C)OC(=O)N[C@H]1CC[C@@H](C[C@@H]2N(C1=O)[C@@H](CC2)C(=O)OC)CC methyl (3S,6S,9S,10aR)-6-((tert-butoxycarbonyl)amino)-9-ethyl-5-oxodecahydropyrrolo[1,2-a]azocine-3-carboxylate